bis(4,7-dimethyl-1H-inden-2-yl)sulfane CC1=C2C=C(CC2=C(C=C1)C)SC=1CC2=C(C=CC(=C2C1)C)C